[4-(2-naphthyl)phenyl]boronic acid C1=C(C=CC2=CC=CC=C12)C1=CC=C(C=C1)B(O)O